COC1=C(C=C(OC1=O)C(=O)O)NC=1C=NC=CC1 5-methoxy-6-oxo-4-(pyridin-3-ylamino)pyran-2-carboxylic acid